BrC1=CC(=C(OCC2=CC=CC(=N2)OC2CCNCC2)C=C1)F 4-((6-((4-bromo-2-fluorophenoxy)methyl)pyridin-2-yl)oxy)piperidin